C(C)(=O)OC[C@@H]1O[C@H](CC1)N1C=2N=C(NC(C2N=C1)=O)N (2R,3R,4R,5R)-2-(acetoxymethyl)-5-(2-amino-6-oxo-1,6-dihydro-9H-purin-9-yl)tetrahydrofuran